N-(3-fluoro-4-{[2-(5-{[(2-methoxyethyl)amino]methyl}pyridin-2-yl)thieno[3,2-b]pyridin-7-yl]oxy}phenyl)-1-(4-fluorophenyl)-2-oxo-1,2-dihydropyridine-3-carboxamide FC=1C=C(C=CC1OC1=C2C(=NC=C1)C=C(S2)C2=NC=C(C=C2)CNCCOC)NC(=O)C=2C(N(C=CC2)C2=CC=C(C=C2)F)=O